C1(=CC=CC=C1)C(=O)N1CC(CCC1)C=O (1-(phenylcarbonyl)piperidin-3-yl)methanone